2,3,5,6-tetrafluoro-4-methylbenzoic acid FC1=C(C(=O)O)C(=C(C(=C1F)C)F)F